C(CCCCC)OC=1C(C=C(C(C1)=O)OCCCCCC)=O 2,5-dihexyloxy-p-benzoquinone